1-benzyl-6-(benzyloxy)quinolin C(C1=CC=CC=C1)N1CC=CC2=CC(=CC=C12)OCC1=CC=CC=C1